ClC1=CC=C(C=C1)S(=O)(=O)\N=C(\N1CCC(CC1)S(=O)(=O)N)/N1N=C([C@@H](C1)C1=CC=CC=C1)C1=CC=C(C=C1)F (R,Z)-1-((((4-chlorophenyl)sulfonyl)imino)(3-(4-fluorophenyl)-4-phenyl-4,5-dihydro-1H-pyrazol-1-yl)methyl)piperidine-4-sulfonamide